C(=O)O.O=C1N(CC2=NC(=CC=C21)N2CCN(CC2)C2CC(C2)OC2CCNCC2)C2C(NC(CC2)=O)=O 3-(5-oxo-2-(4-((1r,3r)-3-(piperidin-4-yloxy)cyclobutyl)piperazin-1-yl)-5H-pyrrolo[3,4-b]pyridin-6(7H)-yl)piperidine-2,6-dione formate